OC1=CC=C(CC2=C(C(=CC(=C2)CC2=CC=C(C=C2)O)C)O)C=C1 2,4-bis(4-hydroxybenzyl)-6-methylphenol